2-(4-benzyloxy-5-methyl-2-propyl-pyrazol-3-yl)-4-[3-[(2,4-dimethoxyphenyl)methylcarbamoyl]-6-methyl-imidazo[1,5-a]pyrazin-1-yl]oxazole-5-carboxylic acid C(C1=CC=CC=C1)OC1=C(N(N=C1C)CCC)C=1OC(=C(N1)C=1N=C(N2C1C=NC(=C2)C)C(NCC2=C(C=C(C=C2)OC)OC)=O)C(=O)O